N-((3R,4S)-3-((((1s,4S)-4-(1-methyl-1H-indazol-5-yl)cyclohexyl)oxy)methyl)-1-pivaloylpiperidin-4-yl)methanesulfonamide CN1N=CC2=CC(=CC=C12)C1CCC(CC1)OC[C@@H]1CN(CC[C@@H]1NS(=O)(=O)C)C(C(C)(C)C)=O